zinc methionine, calcium salt [Ca+2].N[C@@H](CCSC)C(=O)[O-].[Zn+2].N[C@@H](CCSC)C(=O)[O-].N[C@@H](CCSC)C(=O)[O-].N[C@@H](CCSC)C(=O)[O-]